C(C1=CC=CC=C1)C1=CC(=NO1)C(=O)N[C@@H]1C(N(C2=C(OC1)C=CC(=C2)C#CC(C)(C)O)C)=O (S)-5-benzyl-N-(7-(3-hydroxy-3-methylbut-1-yn-1-yl)-5-methyl-4-oxo-2,3,4,5-tetrahydrobenzo[b][1,4]oxazepin-3-yl)isoxazole-3-carboxamide